C(C)(C)(C)OC=1C=C(N)C=C(C1)OC(C)(C)C 3,5-di-t-butoxyaniline